1,3-Bis(N,N'-diglycidyl-aminomethyl)cyclohexane C(C1CO1)N(CC1CO1)CC1CC(CCC1)CN(CC1CO1)CC1CO1